7-(5-(8-methyl-8-phenyl-7,8-dihydro-6H-pyrrolo[2',1':2,3]imidazo[4,5-b]pyridin-2-yl)pyrimidin-2-yl)hexahydroimidazo[1,5-a]pyrazin-3(2H)-one CC1(CCC2=NC=3C(=NC(=CC3)C=3C=NC(=NC3)N3CC4N(CC3)C(NC4)=O)N21)C2=CC=CC=C2